C1=CC=CC=2C3=CC=CC=C3C(C12)N([C@H](C(=O)O)CC(F)(F)F)C(=O)OC (2S)-2-(9H-fluoren-9-yl-methoxycarbonyl-amino)-4,4,4-trifluorobutanoic acid